C(C)C1=NC(=NO1)C=1C=C2CC[C@H](C2=CC1)NC(C1=CN=CC=C1)=O (R)-N-(5-(5-ethyl-1,2,4-oxadiazol-3-yl)-2,3-dihydro-1H-inden-1-yl)nicotinamide